6-((1S,2S)-2-(6-chloroimidazo[1,2-b]pyridazin-8-yl)cyclopropyl)-2-(trifluoromethyl)benzo[d]thiazole ClC=1C=C(C=2N(N1)C=CN2)[C@@H]2[C@H](C2)C2=CC1=C(N=C(S1)C(F)(F)F)C=C2